E-4-chloro-5,5-dimethyl-6,7-dihydro-5H-pyrrolo[2,3-d]pyrimidine ClC=1C2=C(N=CN1)NCC2(C)C